methyl 4-(methylsulfonyl)-3,4-dihydro-2H-benzo[b][1,4]oxazine-6-carboxylate CS(=O)(=O)N1C2=C(OCC1)C=CC(=C2)C(=O)OC